COC(C1=CC(=C(C(=C1)F)Br)F)=O.FC(CCC(=O)N)(F)F 3-(trifluoromethyl)propionamide Methyl-4-bromo-3,5-difluorobenzoate